dioctadecyl-methylbenzylammonium chloride [Cl-].C(CCCCCCCCCCCCCCCCC)[N+](CC1=CC=CC=C1)(C)CCCCCCCCCCCCCCCCCC